(2-[4-(9,10-di-2-naphthyl-2-anthryl)phenyl])-1-phenyl-1H-benzimidazole C1=C(C=CC2=CC=CC=C12)C=1C2=CC=CC=C2C(=C2C=CC(=CC12)C1=CC=C(C=C1)C1=NC2=C(N1C1=CC=CC=C1)C=CC=C2)C2=CC1=CC=CC=C1C=C2